N1=CC=C(C=C1)C1=NNC(=C1)N1C(CC(CC1)C1=NC=C(N=C1)C(F)(F)F)=O 1-(3-(pyridin-4-yl)-1H-pyrazol-5-yl)-4-(5-(trifluoromethyl)pyrazin-2-yl)piperidin-2-one